1-(((1r,4r)-4-aminocyclohexyl)methyl)-3-(6-methoxypyridin-3-yl)-1H-benzo[d]imidazol-2(3H)-one NC1CCC(CC1)CN1C(N(C2=C1C=CC=C2)C=2C=NC(=CC2)OC)=O